OC1(CCCC1)CC=O 2-(1-hydroxycyclopentyl)ethan-1-one